C(C)(C)(C)OC(=O)[C@H](CCCCNC(OCC1=CC=CC=C1)=O)NC(N[C@H](C(=O)OC)CC=1N=NN(C1)CCF)=O (9S,13S)-Methyl 9-(tert-butoxycarbonyl)-13-((1-(2-fluoroethyl)-1H-1,2,3-triazol-4-yl)methyl)-3,11-dioxo-1-phenyl-2-oxa-4,10,12-triazatetradecan-14-oate